COC=1C(=CC2=CN(N=C2C1)C1CCC(CC1)N1CCC2(CCN(CC2)C(=O)OC(C)(C)C)CC1)NC(C1=NC(=CC=C1)C(F)(F)F)=O tert-butyl 9-((1s,4s)-4-(6-methoxy-5-(6-(trifluoromethyl) picolinamido)-2H-indazol-2-yl) cyclohexyl)-3,9-diazaspiro[5.5]undecane-3-carboxylate